C(C)(C)(C)OC(=O)C1=CC=C(C=C1)[C@@H]1CN(CC[C@H]1CC1=C2C=CN(C2=C(C=C1C)C)C(=O)OC(C)(C)C)CCF tert-butyl 4-(((3r,4r)-3-(4-(tert-butoxycarbonyl) phenyl)-1-(2-fluoroethyl) piperidin-4-yl) methyl)-5,7-dimethyl-1H-indole-1-carboxylate